1-imino-4-(pyridin-2-yl)-1λ6-thiomorpholine N=[SH2]1CCN(CC1)C1=NC=CC=C1